5-(8-(cis-4-methoxycyclohexyl)-6-oxo-5,6,7,8-tetrahydropyrazino[2,3-b]pyrazin-2-yl)-6-methylpyridinecarbonitrile CO[C@H]1CC[C@H](CC1)N1C2=C(NC(C1)=O)N=CC(=N2)C=2C=CC(=NC2C)C#N